[Fe].CC(CC(CC)=O)=O.CC(CC(CC)=O)=O.CC(CC(CC)=O)=O tris(hexane-2,4-dione) iron